7-(1H-Indazol-6-yl)-6-(3-trifluoromethylphenyl)-2,3-dihydropyrazolo[5,1-b]oxazole N1N=CC2=CC=C(C=C12)C=1C(=NN2C1OCC2)C2=CC(=CC=C2)C(F)(F)F